BrC1=CC=CC=2C=CC=3C=CC=4C=CC=CC4C3C21 1-bromobenzo[c]phenanthrene